1-(benzofuran-4-ylmethyl)-N5-cyclopropyl-N3-methyl-2-oxo-1,2-dihydropyridine-3,5-dicarboxamide O1C=CC2=C1C=CC=C2CN2C(C(=CC(=C2)C(=O)NC2CC2)C(=O)NC)=O